ClCCC1(CCCC=2C3=CC=CC=C3NC12)N (2-Chloroethyl)-2,3,4,9-tetrahydro-1H-carbazol-1-amine